CC(CCCCCCCCCCC)CCCC(CCCC(CCCCCCCCCCCCCCCC)C)C 12,16,20-Trimethylhexatriacontane